C(C)(C)(C)C1=C(C(O)=C(C=C1)C)O 3-tert-butyl-6-methylcatechol